C(N1N=NC2=C1C=C(C=C2)C#CC2=C1C=C(N=CC1=C(N=C2)NC)C2(CC2)C(=O)N)([2H])([2H])[2H] (5-((1-(methyl-d3)-1H-benzo[d][1,2,3]triazol-6-yl)ethynyl)-8-(methylamino)-2,7-naphthyridin-3-yl)cyclopropanecarboxamide